ethyl-(E)-3-hexen-1-ol acetate C(C)(=O)OC(C\C=C\CC)CC